5-methylpyrrolidine-1-carboxylate CC1CCCN1C(=O)[O-]